N1(CCOCC1)C=1C(=NC=CC1)C(=O)N (morpholin-4-yl)pyridine-2-carboxamide